C1(CC1)N[C@](CO)(C)NC1=NC(=NC2=CC(=C(C=C12)OC)OCCCN1CCCC1)N1CCC(CC1)(F)F (R)-2-(cyclopropylamino)-2-((2-(4,4-difluoropiperidin-1-yl)-6-methoxy-7-(3-(pyrrolidin-1-yl)propoxy)quinazolin-4-yl)amino)propan-1-ol